C(CCCCCCC)NCCCCCCCC.P(=O)(OCC(CCCC)CC)(O)O 2-ethyl-1-hexyl phosphate dioctylamine salt